(R)-N-(2-(4-carbamoylphenyl)thieno[3,2-c]pyridin-4-yl)-4-(1,5-dimethyl-1H-1,2,3-triazol-4-yl)-2-fluoro-N-(piperidin-3-yl)benzamide C(N)(=O)C1=CC=C(C=C1)C1=CC=2C(=NC=CC2S1)N(C(C1=C(C=C(C=C1)C=1N=NN(C1C)C)F)=O)[C@H]1CNCCC1